(Z)-1-(3-(5-(dimethylamino)-2-propylphenyl)-4-oxothiazolidin-2-ylidene)-3-(2-methyl-4-(1-(5-(trifluoromethoxy)pyridin-2-yl)-1H-1,2,4-triazol-3-yl)phenyl)urea CN(C=1C=CC(=C(C1)N1/C(/SCC1=O)=N/C(=O)NC1=C(C=C(C=C1)C1=NN(C=N1)C1=NC=C(C=C1)OC(F)(F)F)C)CCC)C